Bis((3-methyl-1-phenyl-4-(2,2,2-trifluoroacetyl)-1H-pyrazol-5-yl)oxy)copper CC1=NN(C(=C1C(C(F)(F)F)=O)O[Cu]OC1=C(C(=NN1C1=CC=CC=C1)C)C(C(F)(F)F)=O)C1=CC=CC=C1